N1C=C(C2=CC=CC=C12)NC(=O)N1CC2=CC=C(C=C2C1)C1=CC=CC=C1 N-(1H-indol-3-yl)-5-phenylisoindoline-2-carboxamide